C1(C=CC=C1)CC(=O)[Pt](C)C (cyclopentadienyl)acetyl-dimethylplatinum